CN(CCN(C1=C(C=C(C(=C1)OC)NC1=NC=NC(=N1)NC=1C(=NC=CC1)C(C)(C)O)NC(C=C)=O)C)C N-(2-((2-(dimethylamino)ethyl)(methyl)amino)-5-(4-(2-(2-hydroxypropan-2-yl)pyridin-3-ylamino)-1,3,5-triazin-2-ylamino)-4-methoxyphenyl)acrylamide